ClC=1C(=NC=CC1)CN(C(C(N)=O)=O)CC1=CC=C(C=C1)F N'-[(3-chloro-2-pyridyl)methyl]-N'-[(4-fluorophenyl)methyl]oxamide